rac-(5aR,6S,7S,8R,8aS)-5a-(4-bromophenyl)-7-(hydroxymethyl)-1,3-dimethoxy-6-phenyl-5a,6,7,8-tetrahydro-8aH-cyclopenta[4,5]Furano[3,2-c]Pyridine-8,8a-diol BrC1=CC=C(C=C1)[C@]12[C@](C=3C(=NC(=CC3O1)OC)OC)([C@@H]([C@@H]([C@H]2C2=CC=CC=C2)CO)O)O |r|